FC1=C(C=CC=C1C)COC1=CC=2N(C=C1)N=C(C2C(=O)NC(C(=O)N)(CO)C)C 2-({5-[(2-fluoro-3-methylphenyl)methoxy]-2-methylpyrazolo[1,5-a]pyridin-3-yl}formamido)-3-hydroxy-2-methylpropanamide